ClC1=C(C(=O)NC2=C3C=NN(C3=CC=C2)C=2C=NC(=CC2)C(F)(F)F)C=C(C=C1)CNC(=O)C1CC1 2-Chloro-5-{[(cyclopropylcarbonyl)amino]methyl}-N-(1-[6-(trifluoromethyl)pyridin-3-yl]-1H-indazol-4-yl)benzamide